NC1=C(C=CC(=C1)Cl)C(=O)N1CCC(CC1)C=1C(=CN=C2NC(=NC12)C=1C=NN(C1)C)F (2-amino-4-chlorophenyl){4-[6-fluoro-2-(1-methyl-4-pyrazolyl)-3H-1,3,4-triazainden-7-yl]-1-piperidyl}methanone